COC=1C=C(C=CC1OC)C1=NC2=C(N1)C=C(C=C2C)C2CCN(CC2)C2CC1CCC(C2)N1CC(C)C 2-(3,4-dimethoxyphenyl)-6-(1-(8-isobutyl-8-azabicyclo[3.2.1]oct-3-yl)piperidin-4-yl)-4-methyl-1H-benzo[d]imidazole